(3aR,5s,6aS)-2-(((S)-1,4-dioxan-2-yl)methyl)-N-(6-(2,3,5-trifluorophenyl)pyridazin-3-yl)octahydrocyclopenta[c]pyrrol-5-amine O1[C@H](COCC1)CN1C[C@@H]2[C@H](C1)CC(C2)NC=2N=NC(=CC2)C2=C(C(=CC(=C2)F)F)F